(2S,3R,4R,5S,6R)-2-[4-chloro-3-(4-ethoxybenzyl)benzyl]-6-(hydroxymethyl)tetrahydro-2H-pyran-3,4,5-triol ClC1=C(C=C(C[C@@H]2O[C@@H]([C@H]([C@@H]([C@H]2O)O)O)CO)C=C1)CC1=CC=C(C=C1)OCC